N1C=C(C2=CC=C3C(=C12)CCO3)C(CC3=C(C=C(C=C3)F)OC)=O 1-(7,8-dihydro-1H-furo[2,3-g]indol-3-yl)-2-(4-fluoro-2-methoxyphenyl)ethanone